5-chloro-3-bromobenzoyl chloride ClC=1C=C(C=C(C(=O)Cl)C1)Br